COCC(N1N=CC=C1)C=1NC(C=2SC(=C3OCCCC1C32)C=3C=NNC3)=O 7-(2-methoxy-1-pyrazol-1-yl-ethyl)-2-(1H-pyrazol-4-yl)-12-oxa-3-thia-6-azatricyclo[6.4.1.04,13]trideca-1,4(13),7-trien-5-one